(S)-5-phenyl-2-(pyrrolidine-2-yl)thiazole C1(=CC=CC=C1)C1=CN=C(S1)[C@H]1NCCC1